1,4,9,10-Tetramethylanthracen CC1=CC=C(C2=C(C3=CC=CC=C3C(=C12)C)C)C